CC1=CC(=C(OC[C@H]2N(CC2)C(=O)OC(C)(C)C)C=C1C(NC1(CC1)C1=C2C=CC=NC2=CC(=C1)OS(=O)(=O)C(F)(F)F)=O)[N+](=O)[O-] tert-butyl (S)-2-((4-methyl-2-nitro-5-((1-(7-(((trifluoromethyl)sulfonyl)oxy)quinolin-5-yl)cyclopropyl)carbamoyl) phenoxy)methyl)azetidine-1-carboxylate